FC1=C(CCC2=NNC(=C2)NC(=O)C2=NC=CC=N2)C=C(C=C1)NC(C1=CN=C(C=C1)CC(C)C)=O N-(3-(2-fluoro-5-(6-isobutylnicotinamido)phenethyl)-1H-pyrazol-5-yl)pyrimidine-2-carboxamide